tert-butyl 2-(hydroxymethyl)-6,7-dihydropyrazolo[1,5-a]-pyrazine-5(4H)-carboxylate OCC1=NN2C(CN(CC2)C(=O)OC(C)(C)C)=C1